monomethylmeglumine CN(C)C[C@H](O)[C@@H](O)[C@H](O)[C@H](O)CO